5-((6-((R)-3-(4-amino-3-(4-phenoxyphenyl)-1H-pyrazolo[3,4-d]pyrimidin-1-yl)piperidin-1-yl)-6-oxohexyl)thio)-2-(2,6-dioxopiperidin-3-yl)-4-fluoroisoindoline-1,3-dione NC1=C2C(=NC=N1)N(N=C2C2=CC=C(C=C2)OC2=CC=CC=C2)[C@H]2CN(CCC2)C(CCCCCSC=2C(=C1C(N(C(C1=CC2)=O)C2C(NC(CC2)=O)=O)=O)F)=O